C=1N=CN2C1C(=CC=C2)C=2C=CC(=NC2)N2C(N(C1=C2C(=CC=C1)C)CC(=O)NCC(F)(F)F)=O 2-[3-(5-imidazo[1,5-a]pyridin-8-yl-2-pyridyl)-4-methyl-2-oxo-benzimidazol-1-yl]-N-(2,2,2-trifluoroethyl)acetamide